tert-butyl 4-[(4-methylphenyl)sulfonyl]-1-piperidinecarboxylate CC1=CC=C(C=C1)S(=O)(=O)C1CCN(CC1)C(=O)OC(C)(C)C